OCC[C@H](NC(C1=CC(=CC=C1)NC1(CCN(CC1)C)C1=NN=C(N1)C1=CC=NC=C1)=O)C=1C=C(OCCCCCCOCCOCCOCCCCCC(=O)O)C=CC1C (S)-6-(2-(2-(6-(3-(3-hydroxy-1-(3-(1-methyl-4-(5-(pyridin-4-yl)-4H-1,2,4-triazol-3-yl)piperidin-4-ylamino)benzamido)propyl)-4-methylphenoxy)hexyloxy)ethoxy)ethoxy)hexanoic acid